C1(=CC=CC=C1)C=1COC2=C(C1C1=CC=CC=C1)C1=CC=CC=C1C=C2 diphenyl-naphthopyran